2-(3H-naphtho[1,2-d]imidazol-2-yl)ethan-1-amine dihydrochloride Cl.Cl.N1=C(NC2=C1C1=CC=CC=C1C=C2)CCN